5-((4-(sec-butylamino)-5-(trifluoromethyl)pyrimidin-2-yl)amino)benzo[c][1,2]oxaborol-1(3H)-ol C(C)(CC)NC1=NC(=NC=C1C(F)(F)F)NC1=CC2=C(B(OC2)O)C=C1